NCCCOCCOC(CN(C(N)=O)CC1=CC=CC=C1)C 3-(2-(2-(3-aminopropoxy)ethoxy)propyl)-3-benzylurea